ClC1=C(C=2N(C=C1)C=NC2C(C(F)(F)F)NCC=2N=NN(C2)CC=2N=C1N(C=C(C=C1)C1CC1)C2)F 1-(7-chloro-8-fluoroimidazo[1,5-a]pyridin-1-yl)-N-((1-((6-cyclopropylimidazo[1,2-a]pyridin-2-yl)methyl)-1H-1,2,3-triazol-4-yl)methyl)-2,2,2-trifluoroethan-1-amine